5-[1-(5-amino-2-pyridinyl)-3-(trifluoromethyl)pyrazol-4-yl]-N-[3-chloro-4-(2-piperazinoethylcarbamoyl)phenyl]-1-methyl-imidazole-2-carboxamide NC=1C=CC(=NC1)N1N=C(C(=C1)C1=CN=C(N1C)C(=O)NC1=CC(=C(C=C1)C(NCCN1CCNCC1)=O)Cl)C(F)(F)F